C(C1=CC=CC=C1)N1CC2=C(N=C(N=C2)N2N=CC=N2)CC1 6-benzyl-2-(triazol-2-yl)-7,8-dihydro-5H-pyrido[4,3-d]pyrimidine